FC(C1(CCC(CC1)=O)OC)F 4-(difluoromethyl)-4-methoxycyclohexan-1-one